(dimethyl-3-mercaptopropyl-siloxy)silane C[Si](O[SiH3])(CCCS)C